1-((2-((1-((dimethylamino)methyl)cyclopropyl)methoxy)-7-(8-ethylnaphthalen-1-yl)-5,6,7,8-tetrahydropyrido[3,4-d]pyrimidin-4-yl)amino)-3-(1H-pyrazol-1-yl)propan-2-ol CN(C)CC1(CC1)COC=1N=C(C2=C(N1)CN(CC2)C2=CC=CC1=CC=CC(=C21)CC)NCC(CN2N=CC=C2)O